ClC1=CC=C(C=C1)C1=C(CCC(C1)(C)C)C(=O)N1CC(C1)=CC=1C=C2CN(C(C2=CC1)=O)C1C(NC(CC1)=O)=O 3-(5-((1-(4'-chloro-5,5-dimethyl-3,4,5,6-tetrahydro-[1,1'-biphenyl]-2-carbonyl)azetidin-3-ylidene)methyl)-1-oxoisoindolin-2-yl)piperidine-2,6-dione